5-chlorobenzotriazolium 3-oxide hexafluorophosphate F[P-](F)(F)(F)(F)F.ClC1=CC=2C(=[NH+]N[N+]2[O-])C=C1